2-(2-((7-bromo-2-fluorobenzofuran-5-yl)methoxy)-4-(trifluoromethyl)phenyl)acetic acid ethyl ester C(C)OC(CC1=C(C=C(C=C1)C(F)(F)F)OCC=1C=C(C2=C(C=C(O2)F)C1)Br)=O